NCCCCCC=1C2=CN(N=C2C=C(C1NC=1N(C(N(C(N1)=O)C1=C(C(=O)O)C=CN=C1)=O)CC1=CC(=C(C(=C1)F)F)F)Cl)C 3-(4-((4-(5-aminopentyl)-6-chloro-2-methyl-2H-indazol-5-yl)amino)-2,6-dioxo-3-(3,4,5-trifluorobenzyl)-3,6-dihydro-1,3,5-triazin-1(2H)-yl)isonicotinic acid